C1(CC1)C1=C(C(=NO1)C)B1OC(C(O1)(C)C)(C)C 5-cyclopropyl-3-methyl-4-(4,4,5,5-tetramethyl-1,3,2-dioxaborolan-2-yl)isoxazole